(14S)-9-fluoro-14-methyl-13-oxa-2,17,20,21,24-pentaazapentacyclo[16.5.2.02,6.07,12.021,25]pentacosane-1(24),7,9,11,18(25),19,22-heptaene-16-one FC=1C=C2C3CCCN3C=3C=CN4N=CC(NC(C[C@@H](OC2=CC1)C)=O)=C4N3